CN(CCCN(C(CCCCCCCCC)=O)C(CC(=O)NN(CCCCCCCC)CCCCCCCC)CCCCCCCCC)C N-[3-(dimethylamino)propyl]-N-[1-(N',N'-dioctylhydrazinecarbonyl)undecan-2-yl]decanamide